C(C)(C)(C)NC1=CC(=C(C(=C1)Cl)OCCCl)Cl N-tert-butyl-3,5-dichloro-4-(2-chloroethoxy)aniline